3-(1-((tert-butyldimethylsilyl)oxy)naphthalen-2-yl)-2-(tetrahydro-2H-pyran-2-yl)-4,5-dihydro-2H-furo[3,2-g]indazole [Si](C)(C)(C(C)(C)C)OC1=C(C=CC2=CC=CC=C12)C=1N(N=C2C3=C(CCC12)C=CO3)C3OCCCC3